CC1(CN(CCC1)CCCC=1N=NN(C1)[C@H](C(=O)N1[C@@H](C[C@H](C1)O)C(=O)NC)C(C)(C)C)C (2S,4r)-1-[(2S)-2-[4-[3-(3,3-dimethyl-1-piperidinyl)propyl]triazol-1-yl]-3,3-dimethyl-butyryl]-4-hydroxy-N-methyl-pyrrolidine-2-carboxamide